CC1=C(OC=2CCC3=CN(N=C3C21)C[C@H]2OCC2)C(=O)NC[C@H]2OCCC2 8-Methyl-2-[(2S)-oxetan-2-ylmethyl]-N-[(2S)-tetrahydrofuran-2-ylmethyl]-4,5-dihydro-2H-furo[2,3-g]indazole-7-carboxamide